(2S)-2-[(3R)-1-tert-Butoxycarbonylpyrrolidin-3-yl]-3-[3-(2-oxo-3H-benzimidazol-1-yl)phenyl]propanoic acid C(C)(C)(C)OC(=O)N1C[C@H](CC1)[C@@H](C(=O)O)CC1=CC(=CC=C1)N1C(NC2=C1C=CC=C2)=O